FC(C(=O)O)(F)F.FC(C(=O)O)(F)F.FC(C(=O)O)(F)F.COC(=O)C1CCN(CC1)C(C(CCCC)NC([C@@H](CCCCC(F)(F)F)NC([C@@H](CC1=CC=CC=C1)N)=O)=O)=O [2-[[(2R)-2-[[(2R)-2-amino-3-phenyl-propionyl]amino]-7,7,7-trifluoro-heptanoyl]amino]hexanoyl]piperidine-4-carboxylic acid methyl ester Tritrifluoroacetate